2-((S)-4-{2-[((2S)-4,4-difluoro-1-methylpyrrolidin-2-yl)methoxy]-7-(8-methylnaphthalen-1-yl)-5,6,7,8-tetrahydropyrido[3,4-d]pyrimidin-4-yl}piperazin-2-yl)acetonitrile FC1(C[C@H](N(C1)C)COC=1N=C(C2=C(N1)CN(CC2)C2=CC=CC1=CC=CC(=C21)C)N2C[C@@H](NCC2)CC#N)F